6-((3-methoxy-4-(thiophen-3-ylmethoxy)phenyl)amino)-3-morpholinoquinoxaline-5-carbonitrile COC=1C=C(C=CC1OCC1=CSC=C1)NC1=C(C=2N=C(C=NC2C=C1)N1CCOCC1)C#N